N-[4-(3-chloro-5H-pyrrolo[3,2-c]pyridazin-6-yl)pyridin-2-yl]-2-(4-fluorophenyl)acetamide ClC1=CC2=C(N=N1)C=C(N2)C2=CC(=NC=C2)NC(CC2=CC=C(C=C2)F)=O